methyl 2-(4-bromo-5-chloro-2-oxopyridin-1(2H)-yl)-4-methylpentanoate BrC1=CC(N(C=C1Cl)C(C(=O)OC)CC(C)C)=O